4-(trifluoromethyl)-1H-pyrazole-5-carboxylate FC(C=1C=NNC1C(=O)[O-])(F)F